C(C1=CC=CC=C1)(=O)O.C(=C)C=1C=C[CH-]C1.[CH-]1C=CC=C1.[Fe+2] 4-vinylferrocene benzoate